(S)-2-((2-((s)-4-(difluoromethyl)-2-oxooxazolidin-3-yl)-5,6-dihydrobenzo[f]imidazo[1,2-d][1,4]oxazepin-9-yl)amino)propanamide FC([C@H]1N(C(OC1)=O)C=1N=C2N(CCOC3=C2C=CC(=C3)N[C@H](C(=O)N)C)C1)F